(3S,4S)-1-(4-(3-(hexylcarbamoyl)-4-octylpiperazine-1-carbonyl)benzoyl)-N3,N4-bis((1S,2R)-2-phenylcyclopropyl)pyrrolidine-3,4-dicarboxamide formate C(=O)O.C(CCCCC)NC(=O)C1CN(CCN1CCCCCCCC)C(=O)C1=CC=C(C(=O)N2C[C@H]([C@@H](C2)C(=O)N[C@@H]2[C@H](C2)C2=CC=CC=C2)C(=O)N[C@@H]2[C@H](C2)C2=CC=CC=C2)C=C1